5-iodo-7-piperidin-4-yl-7H-pyrrolo[2,3-d]pyrimidin-4-ylamine IC1=CN(C=2N=CN=C(C21)N)C2CCNCC2